(3aR,12bR)-8-fluoro-10-methoxy-11-(3-methoxypropoxy)-3,3-dimethyl-7-oxo-3,3a,7,12b-tetrahydro-2H-furo[3,2-c]pyrido[2,1-a]isoquinoline-6-carboxylic acid FC=1C(C(=CN2C1C=1C=C(C(=CC1[C@@H]1[C@H]2C(CO1)(C)C)OCCCOC)OC)C(=O)O)=O